ClC1=NC(=C(C(=N1)NC1=CC(=NS1)C)N)Cl 2,6-dichloro-N4-(3-methylisothiazol-5-yl)pyrimidine-4,5-diamine